C12(CCC(CC1)C2)N2C[C@H](NS(C1=C2C=C(C(=C1)O\C=C(\C(=O)O)/F)SC)(=O)=O)C(C)C (R,Z)-3-((5-(bicyclo[2.2.1]heptan-1-yl)-3-isopropyl-7-(methylthio)-1,1-dioxido-2,3,4,5-tetrahydrobenzo[f][1,2,5]thiadiazepin-8-yl)oxy)-2-fluoroacrylic acid